N-(1-cyclopropyl-2-((2-((2-(2,6-dioxopiperidin-3-yl)-3-oxoisoindolin-4-yl)amino)-ethyl)amino)-2-oxoethyl)benzamide C1(CC1)C(C(=O)NCCNC1=C2C(N(CC2=CC=C1)C1C(NC(CC1)=O)=O)=O)NC(C1=CC=CC=C1)=O